F[C@H]1C[C@H](N2N=C(N=C21)[C@@H](F)C2CC2)C2=CC=CC=C2 (5S,7S)-7-fluoro-5-phenyl-2-[(S)-cyclopropyl-(fluoro)methyl]-6,7-dihydro-5H-pyrrolo[1,2-b][1,2,4]triazole